N[C@H]([C@@H](CC1=C(C=CC(=C1)Br)S(=O)(=O)NCC(C)C)O)CC1=CC=CC=C1 ((2R,3S)-3-amino-2-hydroxy-4-phenylbutyl)-4-bromo-N-isobutylbenzenesulfonamide